ClC1=C(C=CC(=C1)OC1=CC(=CC=2C=C(OC21)C)F)C(=O)C2=CNC=1N=CN=C(C12)Cl (2-chloro-4-((5-fluoro-2-methylbenzofuran-7-yl)oxy)phenyl)(4-chloro-7H-pyrrolo-[2,3-d]Pyrimidin-5-yl)methanone